BrC=1C=NC(=NC1)CN(C)C 1-(5-bromopyrimidin-2-yl)-N,N-dimethyl-methylamine